C(C)(=O)N1CCC(CC1)NC=1N=CC2=C(N1)C(=CN=C2C2=C(C(=O)N)C=CC=C2)C2=CC(=C(C=C2)F)O (2-((1-acetylpiperidin-4-yl)amino)-8-(4-fluoro-3-hydroxyphenyl)pyrido[4,3-d]pyrimidin-5-yl)benzamide